7-Fluoro-4-propyl-1-thioxo-2,4-dihydro-[1,2,4]triazolo[4,3-a]quinazolin-5(1H)-one FC=1C=C2C(N(C=3N(C2=CC1)C(NN3)=S)CCC)=O